S1C(=CC=C1)C=1C(=NC2=CC=CC=C2N1)O[C@@H]1C[C@H](N(C1)C(=O)OC(C)(C)C)C(=O)OC 1-(tert-Butyl) 2-methyl (2S,4R)-4-((3-(thiophen-2-yl)quinoxalin-2-yl)oxy)pyrrolidine-1,2-dicarboxylate